C(C)(C)(C)OC(=O)N1[C@@H](CCC1)CONC(=O)[C@H]1N2C(N([C@H](C=C1C)C2)O[C@H](C(=O)O)F)=O (2S)-2-[[(2S,5R)-2-[[(2S)-1-tert-butoxycarbonyl-pyrrolidin-2-yl]methoxycarbamoyl]-3-methyl-7-oxo-1,6-diazabicyclo[3.2.1]oct-3-en-6-yl]oxy]-2-fluoroacetic acid